(E)-1-(2-methoxy-3-methyl-6-nitrostyryl)pyrrolidine COC1=C(/C=C/N2CCCC2)C(=CC=C1C)[N+](=O)[O-]